2-(5-Methoxy-1,1-dioxo-4-oxothiochroman-3-yl)-2-oxoacetic acid ethyl ester C(C)OC(C(=O)C1CS(C2=CC=CC(=C2C1=O)OC)(=O)=O)=O